2-Bromo-1-fluoro-3-iodobenzene BrC1=C(C=CC=C1I)F